OC1(CC(C1)NC=1C2=C(N(C(N1)=O)C1=C(C=CC=C1)Cl)N=C(C=C2)C(F)(F)F)C(F)(F)F 4-{[(cis)-3-hydroxy-3-(trifluoromethyl)-cyclobutyl]amino}-1-(2-chlorophenyl)-7-(trifluoromethyl)pyrido[2,3-d]-pyrimidin-2(1H)-one